t-butyl-(hex-5-en-1-yloxy)dimethylsilane benzyl-4-(2-methoxy-4-nitrophenyl)-5,6-dihydropyridine-1(2H)-carboxylate C(C1=CC=CC=C1)OC(=O)N1CC=C(CC1)C1=C(C=C(C=C1)[N+](=O)[O-])OC.C(C)(C)(C)[Si](C)(C)OCCCCC=C